AZEPANE-3-CARBOXYLIC ACID N1CC(CCCC1)C(=O)O